C[Si](C)(C)C#CC=1C=C2C=C(N=CC2=CC1)NC(=O)[C@@H]1CN(CC1)C(=O)OC(C)(C)C tert-butyl (S)-3-((6-((trimethylsilyl)ethynyl)isoquinolin-3-yl)carbamoyl)pyrrolidine-1-carboxylate